CC1=NC=C(C(=O)NCCN(C2CCOCC2)C)C=C1NC1=NN(C2=NC(=NC=C21)NC=2C=NC=NC2)C 6-methyl-N-(2-(methyl(tetrahydro-2H-pyran-4-yl)amino)ethyl)-5-((1-methyl-6-(pyrimidin-5-ylamino)-1H-pyrazolo[3,4-d]pyrimidin-3-yl)amino)nicotinamide